S(=O)(=O)(C1=CC=C(C)C=C1)OCC1CC(C1)CC(=O)OC methyl 2-(3-((tosyloxy)methyl)cyclobutyl)acetate